CN(C1=CC=C(CCN(C(OC(C)(C)C)=O)C2CCC3=CC(=CC=C23)\C=C\C(NOC2OCCCC2)=O)C=C1)C tert-butyl (E)-(4-(dimethylamino)phenethyl)(5-(3-oxo-3-(((tetrahydro-2H-pyran-2-yl)oxy)amino)prop-1-en-1-yl)-2,3-dihydro-1H-inden-1-yl)carbamate